ClC1=C(C(=O)N[C@@H](C(C)C)C2=NOC(C2)C(=O)OCC)C=C(C=C1)Cl Ethyl 3-((S)-1-(2,5-dichlorobenzamido)-2-methylpropyl)-4,5-dihydroisoxazole-5-carboxylate